C1(=CC(=CC=C1)C1=NOCO1)C 3-(m-tolyl)-1,4,2-dioxazole